OC(CCC)C1=CC(=C(C=N1)C1=NC=C2C=C(N=CC2=C1)NC(=O)C1CC1)C N-(7-{6-[1-hydroxybutyl]-4-methylpyridin-3-yl}-2,6-naphthyridin-3-yl)cyclopropanecarboxamide